C(C)(C)(C)OC(=O)N1C(N(C2=C1C=CC=C2)CC(=O)OCC)=O 3-(2-Ethoxy-2-oxoethyl)-2-oxo-2,3-dihydro-1H-benzo[d]imidazole-1-carboxylic acid tert-butyl ester